[2-(4-butylphenyl)ethynyl]-1-fluoro-2-isothiocyanato-3-methylbenzene C(CCC)C1=CC=C(C=C1)C#CC1=C(C(=C(C=C1)F)N=C=S)C